FC1=C(C=C(C=C1)N1C(=C(C2=CC(=CC=C12)OC)I)C#N)C (4-fluoro-3-methylphenyl)-3-iodo-5-methoxy-1H-indole-2-carbonitrile